C(C)(C)(C)OC(=O)N1C(CCCC1)C1=C(C=C(C=C1)N)C#N (4-amino-2-cyanophenyl)piperidine-1-carboxylic acid tert-butyl ester